6-(3-{3-[(cyclopropyl-amino)methyl]pyrrolidin-1-yl}-1,2,4-triazin-6-yl)-2-methyl-1,3-benzoxazol-5-ol C1(CC1)NCC1CN(CC1)C=1N=NC(=CN1)C1=CC2=C(N=C(O2)C)C=C1O